ClC1=NC(=NC=2N3[C@@H](COC[C@H]3COC12)C)Cl (5R,8aS)-1,3-dichloro-5-methyl-5,6,8a,9-tetrahydro-8H-7,10-dioxa-2,4,4b-triazaphenanthrene